2-(2-Fluoroethoxy)-4-((4-methoxybenzyl)oxy)-1-((2-(trimethylsilyl)ethoxy)methyl)-1H-pyrrole FCCOC=1N(C=C(C1)OCC1=CC=C(C=C1)OC)COCC[Si](C)(C)C